2-(7-(4-((4H-1,2,4-triazol-3-yl)methoxy)-3-fluoro-5-methoxyphenyl)-1-methyl-2-oxo-1,2-dihydro-3H-imidazo[4,5-c]pyridin-3-yl)-N-(4-fluorophenyl)acetamide hydrochloride Cl.N=1N=C(NC1)COC1=C(C=C(C=C1OC)C=1C2=C(C=NC1)N(C(N2C)=O)CC(=O)NC2=CC=C(C=C2)F)F